FC(C1=CC=C(O[C@@H](C)C2CN(C2)C(=O)N2C[C@@H]3[C@@H](OCC(N3)=O)CC2)C=C1)(F)F |o1:7| (4aR,8aS)-6-(3-((S or R)-1-(4-(Trifluoromethyl)phenoxy)ethyl)azetidine-1-carbonyl)hexahydro-2H-pyrido[4,3-b][1,4]oxazin-3(4H)-one